(S)-1-(5-ethylpyrimidin-2-yl)pyrrolidin C(C)C=1C=NC(=NC1)N1CCCC1